C1=CC=CC=2OC3=CC=CC=C3C3(C12)C1=CC=CC=C1C=1C=C(C=CC13)B(O)O spiro[fluorene-9,9'-xanthene]-3-ylboronic acid